(1R,2R)-N-[7-chloro-6-[4-((3R,4R)-4-fluoro-3-methyl-tetrahydrofuran-3-yl)piperazin-1-yl]-3-isoquinolinyl]-2-(1-methylpyrazol-3-yl)cyclopropanecarboxamide ClC1=C(C=C2C=C(N=CC2=C1)NC(=O)[C@H]1[C@@H](C1)C1=NN(C=C1)C)N1CCN(CC1)[C@@]1(COC[C@@H]1F)C